2-(2-chlorobenzyl)-8-methyl-N-[3-(2-oxopyrrolidin-1-yl)propyl]-4,5-dihydro-2H-furo[2,3-g]indazole-7-carboxamide ClC1=C(CN2N=C3C4=C(CCC3=C2)OC(=C4C)C(=O)NCCCN4C(CCC4)=O)C=CC=C1